6-((2-(2,6-Dioxopiperidin-3-yl)-1-oxoisoindolin-4-yl)amino)-6-oxohexanoic acid O=C1NC(CCC1N1C(C2=CC=CC(=C2C1)NC(CCCCC(=O)O)=O)=O)=O